CNC(=N[N+](=O)[O-])NCC1=CN=C(S1)Cl The molecule is an N-nitro compound consisting of 2-nitroguanidine having a (2-chloro-1,3-thiazol-5-yl)methyl group at position 1 and a methyl group at position 3. It has a role as a nicotinic acetylcholine receptor agonist, a neonicotinoid insectide, an environmental contaminant and a xenobiotic. It is a 2-nitroguanidine derivative, a member of 1,3-thiazoles and an organochlorine compound. It derives from a 2-nitroguanidine and a 2-chlorothiazole.